C1=CC=C(C=2SC3=C(C21)C=CC=C3)C=3C=C(C=CC3)C3=CC(=CC=C3)C3=C2C(=NC=N3)C3=C(O2)C=CC=2C=CC=CC23 8-[3'-(dibenzothiophen-4-yl)1,1'-biphenyl-3-yl]naphtho[1',2':4,5]furo[3,2-d]pyrimidine